(S)-N-benzyl-4-chloro-1-oxo-3-(1-((5-oxo-5,8-dihydropyrido[2,3-d]pyrimidin-4-yl)amino)ethyl)-2-phenyl-1,2-dihydroisoquinoline-8-carboxamide C(C1=CC=CC=C1)NC(=O)C=1C=CC=C2C(=C(N(C(C12)=O)C1=CC=CC=C1)[C@H](C)NC=1C2=C(N=CN1)NC=CC2=O)Cl